CN(C(=O)C1=CC2=C(NC(=N2)C2=CC=C(C=C2)N)C=C1)C1=CC=CC=C1 2-(4-amino-phenyl)-1H-benzimidazole-5-carboxylic acid methyl-phenyl-amide